C1(=CC=CC=C1)C=1C=C(C=C(C=O)C1)C=O 5-phenylisophthalaldehyde